CN1CCN(CC1)C=1C=CC=2N(C(C=C(N2)C2=NN3C(C(=NC(=C3)C)CCC)=C2)=O)C1 7-(4-methylpiperazin-1-yl)-2-(6-methyl-4-propylpyrazolo[1,5-a]pyrazin-2-yl)-4H-pyrido[1,2-a]pyrimidin-4-one